3-[[(2S)-4-[5-(1,2-dideuterio-2-methyl-propyl)-3-fluoro-2-(2H-tetrazol-5-yl)phenyl]-2-methyl-piperazin-1-yl]methyl]pyridazine [2H]C(C(C)(C)[2H])C=1C=C(C(=C(C1)N1C[C@@H](N(CC1)CC=1N=NC=CC1)C)C=1N=NNN1)F